1,2-difluoro-3-((4-fluoro-2-methoxy-5-nitrophenoxy)methyl-d2)-4-methoxybenzene FC1=C(C(=C(C=C1)OC)C([2H])([2H])OC1=C(C=C(C(=C1)[N+](=O)[O-])F)OC)F